(rac)-2'-{6-amino-5-[(cyclohexylmethyl)sulfanyl]pyridin-3-yl}-N-ethyl-5',6'-dihydrospiro[pyrrolidine-3,4'-pyrrolo[1,2-b]pyrazole]-1-carboxamide NC1=C(C=C(C=N1)C=1C=C2N(N1)CC[C@]21CN(CC1)C(=O)NCC)SCC1CCCCC1 |r|